FC1=C(C(=CC(=C1)NC1CN(C1)CCCF)F)[C@H]1N([C@@H](CC2=C1NC1=CC=CC=C21)C)CC(CO)(F)F 3-((1R,3R)-1-(2,6-difluoro-4-((1-(3-fluoropropyl)azetidin-3-yl)amino)phenyl)-3-methyl-1,3,4,9-tetrahydro-2H-pyrido[3,4-b]indol-2-yl)-2,2-difluoropropan-1-ol